O1C(=CC2=C1C=CC=C2)C(=O)NC2=C(C=C(C(=O)OC)C=C2)OCCC2=CC=C(C=C2)O[Si](C(C)C)(C(C)C)C(C)C Methyl 4-(benzofuran-2-carboxamido)-3-(4-(triisopropylsiloxy)phenethoxy)benzoate